C(C)(=O)N1CCC(CC1)N(C)CC1=C(C=C(C=C1)C1=NC=CC(=C1Cl)C=1C(=C(C=CC1)C1=CC=C(C(=N1)OC)CNC1CCN(CC1)C(C)=O)Cl)OC 1-(4-(((6-(3-(2-(4-(((1-acetylpiperidin-4-yl)(methyl)amino)methyl)-3-methoxyphenyl)-3-chloropyridin-4-yl)-2-chlorophenyl)-2-methoxypyridin-3-yl)methyl)amino)piperidin-1-yl)ethan-1-one